2-(difluoromethyl)-4-(5-fluoro-4-hydroxy-3-((trifluoromethyl)thio)-4,5,6,7-tetrahydro-1H-indole-1-yl)benzonitrile FC(C1=C(C#N)C=CC(=C1)N1C=C(C=2C(C(CCC12)F)O)SC(F)(F)F)F